benzyl-3-(chloromethyl)pyrrolidine-3-carboxylic acid ethyl ester C(C)OC(=O)C1(CN(CC1)CC1=CC=CC=C1)CCl